N-(2-(2-(2-aminoethoxy)ethoxy)ethyl)-2-((2-(2,6-dioxopiperidin-3-yl)-1,3-dioxoisoindolin-4-yl)oxy)acetamide hydrochloride Cl.NCCOCCOCCNC(COC1=C2C(N(C(C2=CC=C1)=O)C1C(NC(CC1)=O)=O)=O)=O